O=S1(CC=CC2=CC(=CC=C12)NC1=NC=C(C(=N1)N[C@H](CO)C1=CC=CC=C1)C1=NOC(=N1)C)=O (2S)-2-[[2-[(1,1-dioxo-2H-thiochromen-6-yl)amino]-5-(5-methyl-1,2,4-oxadiazol-3-yl)pyrimidin-4-yl]amino]-2-phenyl-ethanol